5-[4-[(3S)-1-(3-fluoropropyl)pyrrolidin-3-yl]oxyphenyl]-6-[2-fluoro-6-(trifluoro-methyl)-3-pyridyl]-8,9-dihydro-7H-benzo[7]annulen-2-ol FCCCN1C[C@H](CC1)OC1=CC=C(C=C1)C1=C(CCCC2=C1C=CC(=C2)O)C=2C(=NC(=CC2)C(F)(F)F)F